4-(7-((2,5-dimethoxyphenyl)sulfonyl)-7-azaspiro[3.5]nonan-1-yl)morpholine COC1=C(C=C(C=C1)OC)S(=O)(=O)N1CCC2(CCC2N2CCOCC2)CC1